C(C)(=O)O.N[C@@H](CCCCN)C(=O)O.N[C@@H](CCCCN)C(=O)O.N[C@@H](CCCCN)C(=O)O trilysine acetic acid Salt